BrC1=CC(=NC=C1)O[C@H](CC[C@H](C)N[S@](=O)C(C)(C)C)C (R)-N-((2S,5S)-5-((4-bromopyridin-2-yl)oxy)hexan-2-yl)-2-methylpropane-2-sulfinamide